ClC1=C(C=C(C=C1)NC(=S)NC1=CC=C(C=C1)F)[N+](=O)[O-] 1-(4-chloro-3-nitro-phenyl)-3-(4-fluorophenyl)thiourea